FC(C1=NN(C=N1)C1CC2(CN(C2)C(=O)N2CC3(C2)CCC(CC3)CC3=NN=C(N3)C(F)(F)F)C1)(F)F [6-[3-(trifluoromethyl)-1,2,4-triazol-1-yl]-2-azaspiro[3.3]heptan-2-yl]-[7-[[5-(trifluoromethyl)-4H-1,2,4-triazol-3-yl]methyl]-2-azaspiro[3.5]nonan-2-yl]methanone